P(=O)(OCOC1=CC(=C(C(=C1)C)CC1=NNC(C(=C1)C(C)C)=O)C)(OCC)OCC ((3,5-dimethyl-4-((5-isopropyl-6-oxo-1,6-dihydropyridazin-3-yl) methyl) phenoxy) methyl) diethyl phosphate